5-bromo-2-fluoro-N-(2-(thiophene-2-sulfonamido)phenyl)benzamide BrC=1C=CC(=C(C(=O)NC2=C(C=CC=C2)NS(=O)(=O)C=2SC=CC2)C1)F